O=C1NC(CCC1N1C(C2=CC=CC(=C2C1)C(=CCC=1C(=NC=CC1)C(=O)N)C)=O)=O (3-(2-(2,6-dioxopiperidin-3-yl)-1-oxoisoindolin-4-yl)but-2-en-1-yl)picolinamide